NC=1OC2=C(C=NC=C2N2C[C@@H](OCC2)C(=O)N2[C@@H](C3=C(C=C(C=C3CC2)Cl)C(F)(F)F)C)N1 ((R)-4-(2-aminooxazolo[4,5-c]pyridin-7-yl)morpholin-2-yl)((R)-6-chloro-1-methyl-8-(trifluoromethyl)-3,4-dihydroisoquinolin-2(1H)-yl)methanone